11-Amino-3-cyclopropyl-7-phenyl-4,5,6,7-tetrahydroisoxazolo[4'',3'':6',7']cyclohepta[1',2':4,5]pyrrolo[2,3-d]pyrimidin-4-ol 2,2,2-trifluoroacetate FC(C(=O)O)(F)F.NC=1C2=C(N=CN1)N(C1=C2C=2C(C(CC1)O)=C(ON2)C2CC2)C2=CC=CC=C2